BrC=1C=C2C(N(C(NC2=CC1C(=O)OC)=O)CC)=S methyl 6-bromo-3-ethyl-2-oxo-4-thioxo-1,2,3,4-tetrahydroquinazoline-7-carboxylate